COC1=NC=CC2=C1CNC2 4-Methoxy-1,3-dihydro-2H-pyrrolo[3,4-c]pyridin